N(=[N+]=[N-])[C@](C)(CC)C1=CN=C(C2=CN=C(C=C12)Cl)O[C@@H]1C[C@@H](C1)S(=O)(=O)CC 4-((R)-2-Azidobutan-2-yl)-6-chloro-1-(cis-3-(ethylsulfonyl)cyclobutoxy)-2,7-naphthyridine